butyl-aluminum sesquibutoxide [O-]CCCC.C(CCC)[Al+2].[O-]CCCC.[O-]CCCC.C(CCC)[Al+2]